NC(C(=O)O)CCC(=O)O alpha-aminoglutaric acid